C1(CC1)C1=NC=NC(=C1C1=NC=C2C(=N1)N(C(N(C21CCC1)C)=O)CC1=CC=C(C=C1)C=1N(C=C(N1)C(F)(F)F)C)OC 7'-(4-cyclopropyl-6-methoxypyrimidin-5-yl)-3'-methyl-1'-(4-(1-methyl-4-(trifluoromethyl)-1H-imidazol-2-yl)benzyl)-1'H-spiro[cyclobutane-1,4'-pyrimido[4,5-d]pyrimidin]-2'(3'H)-one